O1C2=C(OC=C1)C=CC1=CC(=CC=C12)O naphtho[1,2-b][1,4]dioxin-8-ol